BrC=1C=C(CN2CCN3N=C(C(=C32)C(=O)N[C@@H](C)C3=CC=C(C(=O)OC)C=C3)C(F)(F)F)C=C(C1)C(F)(F)F Methyl (S)-4-(1-(1-(3-bromo-5-(trifluoromethyl)benzyl)-6-(trifluoromethyl)-2,3-dihydro-1H-imidazo[1,2-b]pyrazole-7-carboxamido)ethyl)benzoate